N1(C=NC=C1)CC=CC(=O)O 4-(1H-imidazole-1-yl)-2-butenoic acid